C(C1=CC=CC=C1)(=O)OC(CNC(C)(C)C)COC1=C2C=C(NC2=CC=C1)C [1-(tert-butylamino)-3-[(2-methyl-1H-indol-4-yl)oxy]propan-2-yl] benzoate